2,15-bisethynylhexahelicene C(#C)C1=CC2=C3C4=C5C6=CC(=CC=C6C=CC5=CC=C4C=CC3=CC=C2C=C1)C#C